acryloyloxyundecyl-phosphoric acid C(C=C)(=O)OCCCCCCCCCCCOP(O)(O)=O